tert-butyl 4-[3-(2,3-dihydro-1,4-benzodioxine-3-carbonyl)-1-(2-hydroxyethyl)indol-6-yl]pyrazole-1-carboxylate O1CC(OC2=C1C=CC=C2)C(=O)C2=CN(C1=CC(=CC=C21)C=2C=NN(C2)C(=O)OC(C)(C)C)CCO